t-butyl (2-azaspiro[3.3]heptan-5-yl)carbamate C1NCC12C(CC2)NC(OC(C)(C)C)=O